CC1(CCC2(CCC(O2)OCC2=C(C=CC=C2)O)CC1)C 2-(((8,8-dimethyl-1-oxaspiro[4.5]dec-2-yl)oxy)methyl)phenol